O=C1NC(CC[C@@H]1C1=C(C=C(C=C1F)CC=O)F)=O (R)-2-(4-(2,6-dioxopiperidin-3-yl)-3,5-difluorophenyl)acetaldehyde